C[Si](O[Si](C1=CC=CC=C1)(C)C)(C)C=CCCC(=O)O (E) and (Z)-5-(1,1,3,3-Tetramethyl-3-phenyldisiloxanyl)pent-4-enoic Acid